2-(2,6-dioxopiperidin-3-yl)-5-((3-(3-(4-(7-(4-methylpiperazin-1-yl)quinoxalin-2-yl)-1H-pyrazol-1-yl)cyclobutyl)propyl)amino)isoindoline-1,3-dione O=C1NC(CCC1N1C(C2=CC=C(C=C2C1=O)NCCCC1CC(C1)N1N=CC(=C1)C1=NC2=CC(=CC=C2N=C1)N1CCN(CC1)C)=O)=O